C(=O)O.NCCOCCNC(C1=C(C=C(C=C1)NC=1C=2N(C=CN1)C(=CN2)C=2C(=NN(C2)CC2=NOC(=C2)C)C(F)(F)F)CC)=O N-[2-(2-aminoethoxy)ethyl]-2-ethyl-4-[[3-[1-[(5-methyl-1,2-oxazol-3-yl)methyl]-3-(trifluoromethyl)pyrazol-4-yl]imidazo[1,2-a]pyrazin-8-yl]amino]benzamide formate